5-(tert-butoxycarbonyl)-1-methyl-4,5,6,7-tetrahydro-1H-imidazo[4,5-c]pyridine C(C)(C)(C)OC(=O)N1CC2=C(CC1)N(C=N2)C